FC1=C(CN2C(N(C(C3=C2SC(=C3CN(C)C)C3=CC=C(C=C3)NC(=O)NOC)=O)C3=CC=CC(=N3)N(S(=O)(=O)C)C)=O)C(=CC=C1)F N-(6-(1-(2,6-difluorobenzyl)-5-((dimethylamino)methyl)-6-(4-(3-methoxyureido)phenyl)-2,4-dioxo-1,2-dihydrothieno[2,3-d]pyrimidin-3(4H)-yl)pyridin-2-yl)-N-methylmethanesulfonamide